N,N-dimethylcarbamoyl chloride CN(C(=O)Cl)C